9,9-bis[4-(N,N-bis-biphenyl-4-yl-amino)phenyl]-9H-fluoren C1(=CC=C(C=C1)N(C1=CC=C(C=C1)C1=CC=CC=C1)C1=CC=C(C=C1)C1(C2=CC=CC=C2C=2C=CC=CC12)C1=CC=C(C=C1)N(C1=CC=C(C=C1)C1=CC=CC=C1)C1=CC=C(C=C1)C1=CC=CC=C1)C1=CC=CC=C1